Racemic-3-(isoquinolin-4-yl)-1-(2-methoxy-4-(trifluoromethyl)phenyl)-2-oxoimidazoline-4-carbonitrile C1=NC=C(C2=CC=CC=C12)N1C(N(C[C@@H]1C#N)C1=C(C=C(C=C1)C(F)(F)F)OC)=O |r|